[3-(2,4-Dioxohexahydropyrimidin-1-yl)-8-methyl-imidazo[1,2-a]Pyridin-7-yl]Piperazine-1-carboxylic acid tert-butyl ester C(C)(C)(C)OC(=O)N1C(CNCC1)C1=C(C=2N(C=C1)C(=CN2)N2C(NC(CC2)=O)=O)C